ClC=1C=C(C=CC1Cl)C=1N(C(=CC(C1C(=O)O)=O)CN1N=C(C=C1C)[N+](=O)[O-])CC 2-(3,4-dichlorophenyl)-1-ethyl-6-[(5-methyl-3-nitro-pyrazol-1-yl)methyl]-4-oxo-pyridine-3-carboxylic acid